(R)-3-(1-((4-hydroxy-1-(3-phenylbutyryl)piperidin-4-yl)methyl)6-oxo-4-phenyl-1,6-dihydropyridin-3-yl)benzamide OC1(CCN(CC1)C(C[C@@H](C)C1=CC=CC=C1)=O)CN1C=C(C(=CC1=O)C1=CC=CC=C1)C=1C=C(C(=O)N)C=CC1